(1S,2S)-2-fluoro-N-(3-(6-((R)-1-hydroxybutyl)-4-methylpyridin-3-yl)-2-methyl-1,6-naphthyridin-7-yl)cyclopropane-1-carboxamide F[C@@H]1[C@@H](C1)C(=O)NC1=NC=C2C=C(C(=NC2=C1)C)C=1C=NC(=CC1C)[C@@H](CCC)O